ClC=1C(=C(C=CC1)N1CC2(C1)CC(C2)OC=2C=CC(=NC2C(=O)N[C@H]2CNCC2)C=2C(=NC=CC2)OCC)C(F)(F)F 5-({2-[3-chloro-2-(trifluoromethyl)phenyl]-2-azaspiro[3.3]heptan-6-yl}oxy)-2'-ethoxy-N-[(3R)-pyrrolidin-3-yl][2,3'-bipyridine]-6-carboxamide